[Br-].CO[Si](C)(C)[PH3+] (methoxydimethylsilyl)phosphonium bromide